(R)-4-(1-(4-(3,5-difluorophenyl)-1-(4-(trifluoromethyl)benzyl)-1H-indole-7-carboxamido)ethyl)benzoic acid FC=1C=C(C=C(C1)F)C1=C2C=CN(C2=C(C=C1)C(=O)N[C@H](C)C1=CC=C(C(=O)O)C=C1)CC1=CC=C(C=C1)C(F)(F)F